IC=1C(=NC(=NC1)Cl)NC1=CC=CCN1N=S(=O)(C)C ((6-((5-iodo-2-chloropyrimidin-4-yl)amino)pyridin-1-yl)imino)dimethyl-λ6-sulfanone